7-bromo-5,6,8-trifluoro-2-(methylthio)quinazolin-4(3H)-one BrC1=C(C(=C2C(NC(=NC2=C1F)SC)=O)F)F